FC1=C(C=CC=C1)C1=NN(C(=C1O)C)C 3-(2-fluorophenyl)-1,5-dimethyl-pyrazol-4-ol